bis-[3-(triethoxysilyl)propyl]ethylenediamine C(C)O[Si](CCCNCCNCCC[Si](OCC)(OCC)OCC)(OCC)OCC